BrC1=C(C(=CC=C1)Cl)NC(=O)C=1C(=NC(=NC1)NC1=CC(=C(C=C1)OC1CCNCC1)C)OC N-(2-bromo-6-chlorophenyl)-4-methoxy-2-((3-methyl-4-(piperidin-4-yloxy)phenyl)amino)pyrimidine-5-carboxamide